4,4'-di-tert-butyl-2,2'-bipyridine nickel bromide [Ni](Br)Br.C(C)(C)(C)C1=CC(=NC=C1)C1=NC=CC(=C1)C(C)(C)C